8-bromo-3-ethyl-6-methyl-2-(1,4-oxazepan-4-yl)quinazolin-4-one BrC=1C=C(C=C2C(N(C(=NC12)N1CCOCCC1)CC)=O)C